BrC=1C=C(C(=NC1)C(=O)O)S(=O)(=O)CC 5-bromo-3-(ethanesulfonyl)pyridine-2-carboxylic acid